2-(methanesulfonylmethyl)pyridin-4-amine CS(=O)(=O)CC1=NC=CC(=C1)N